(S)-quinuclidin-3-yl (5-(3-fluorophenyl)-2,2-dimethyl-2,3-dihydro-1H-inden-1-yl)carbamat FC=1C=C(C=CC1)C=1C=C2CC(C(C2=CC1)NC(O[C@@H]1CN2CCC1CC2)=O)(C)C